S-adenosylmethionine butanesulfonate C(CCC)S(=O)(=O)[O-].[C@@H]1([C@H](O)[C@H](O)[C@@H](C[S+](CC[C@H](N)C(=O)O)C)O1)N1C=NC=2C(N)=NC=NC12